FC=1C=NC2=CC=C(C=C2C1C(=O)OCC)N1CCOCC1 ethyl 3-fluoro-6-morpholinoquinoline-4-carboxylate